FC=1C=C(C(=O)O)C=CC1C=1C=NNC1 3-fluoro-4-(1H-pyrazol-4-yl)benzoic acid